BrC1=NN(C=C1C(=O)OCC1=CC=CC=C1)C1CCOCC1 Benzyl 3-bromo-1-(oxan-4-yl)pyrazole-4-carboxylate